1-((2-hydroxy-5-nitrophenyl)diazenyl)naphthalen-2-ol OC1=C(C=C(C=C1)[N+](=O)[O-])N=NC1=C(C=CC2=CC=CC=C12)O